cis-tert-butyl (4-hydroxycyclohexyl)carbamate O[C@H]1CC[C@H](CC1)NC(OC(C)(C)C)=O